hexahydro-1H-cyclopenta[c]pyrrole-1-carboxylic acid C1(NCC2C1CCC2)C(=O)O